NC=1C=C(C(=O)NCCN2CC(C2)F)C=C(C1)C(F)(F)F 3-amino-N-(2-(3-fluoroazetidin-1-yl)ethyl)-5-(trifluoromethyl)benzamide